BrCC=CCOCC1=CC(=CC=C1)Br 1-((4-bromo-2-butenyloxy)methyl)-3-bromobenzene